N-(3-Fluorobicyclo[1.1.1]pent-1-yl)-2-((6-methoxy-2-(2-methoxyimidazo[2,1-b][1,3,4]thiadiazol-6-yl)pyrazolo[1,5-a]pyridin-4-yl)oxy)acetamide FC12CC(C1)(C2)NC(COC=2C=1N(C=C(C2)OC)N=C(C1)C=1N=C2SC(=NN2C1)OC)=O